N-[4-(1H-indol-6-yl)-7-methoxy-1H-1,3-benzodiazol-2-yl]-1-(2-methoxyethyl)-1H-pyrazole-4-carboxamide N1C=CC2=CC=C(C=C12)C1=CC=C(C=2NC(=NC21)NC(=O)C=2C=NN(C2)CCOC)OC